CC(C)C#CO Methylbutynol